2-{[(3-fluoro-2-pyridyl)cyclobutyl]amino}pyrimidine-5-carboxamide FC=1C(=NC=CC1)C1(CCC1)NC1=NC=C(C=N1)C(=O)N